NC1=C(C=C(C=N1)C1=NC(=CC=C1)OC)C(=O)N[C@@H]1[C@H](CCC1)OCC1=CC=C(C=C1)C=1C=C2CC[C@@H](C2=CC1)N1CCN(CC1)CCO 6'-amino-N-{(1S,2S)-2-[(4-{(1S)-1-[4-(2-hydroxyethyl)piperazin-1-yl]-2,3-dihydro-1H-inden-5-yl}phenyl)methoxy]cyclopentyl}-6-methoxy[2,3'-bipyridine]-5'-carboxamide